1-(4-(2-methyl-1-phenyl-1H-benzoimidazol-5-yl)phenyl)-3-(2-morpholinoethyl)urea CC1=NC2=C(N1C1=CC=CC=C1)C=CC(=C2)C2=CC=C(C=C2)NC(=O)NCCN2CCOCC2